C(#C)C1CC(C1)C(=O)OC methyl 3-ethynylcyclobutanecarboxylate